FC=1C=CC(=C(C(=O)NCC2=CC=C(C=C2)C=2N(N=C3C2C(=NC=C3C(=O)N)N3CCCC3)CC3=CC=C(C=C3)OC)C1)OC (4-((5-fluoro-2-methoxybenzamido)methyl)phenyl)-2-(4-methoxybenzyl)-4-(pyrrolidin-1-yl)-2H-pyrazolo[4,3-c]pyridine-7-carboxamide